(2-chlorophenyl)((R)-tetrahydrofuran-2-yl)methanol ClC1=C(C=CC=C1)C(O)[C@@H]1OCCC1